3'-(4-phenyl-6-(spiro[fluorene-9,9'-xanthen]-2'-yl)-1,3,5-triazin-2-yl)-[1,1'-biphenyl]-4-carbonitrile C1(=CC=CC=C1)C1=NC(=NC(=N1)C1=CC=2C3(C4=CC=CC=C4OC2C=C1)C1=CC=CC=C1C=1C=CC=CC13)C=1C=C(C=CC1)C1=CC=C(C=C1)C#N